C(C)OC1=CC=C(C=C1)C1=CC=C(C=C1)C 4-Ethoxy-4'-methyl-1,1'-biphenyl